FC(C(=O)O)(F)F.ClC1=C(C=CC(=C1NC=1C(=C2C(N(C=NC2=CC1)C)=O)C)F)NS(=O)(=O)N1CC(C1)(COC)F N-(2-chloro-3-((3,5-dimethyl-4-oxo-3,4-dihydroquinazolin-6-yl)amino)-4-fluorophenyl)-3-Fluoro-3-(methoxymethyl)azetidine-1-sulfonamide trifluoroacetate salt